Racemic-tert-butyl N-[1-[1-(2,6-dioxo-3-piperidyl) indolin-4-yl]-4-piperidyl]-N-methyl-carbamate O=C1NC(CC[C@H]1N1CCC2=C(C=CC=C12)N1CCC(CC1)N(C(OC(C)(C)C)=O)C)=O |r|